(2-(benzo[c][1,2,5]oxadiazol-5-ylmethoxy)-5-chloro-4-((2-fluoro-3'-(4-morpholinobutoxy)-[1,1'-biphenyl]-3-yl)methoxy)benzyl)-D-serine N=1ON=C2C1C=CC(=C2)COC2=C(CN[C@H](CO)C(=O)O)C=C(C(=C2)OCC=2C(=C(C=CC2)C2=CC(=CC=C2)OCCCCN2CCOCC2)F)Cl